C(C1=CC=CC=C1)C=1C=NC(=NC1)N1CCC2(C[C@H](CO2)NC[C@@H](COC=2C=C(C=CC2)S(=O)(=O)NC)O)CC1 3-((S)-3-((R)-8-(5-benzylpyrimidin-2-yl)-1-oxa-8-azaspiro[4.5]decan-3-ylamino)-2-hydroxypropoxy)-N-methylbenzenesulfonamide